COC(/C(=C/OC)/OC1=C(C=CC(=C1)N1N=C(C=C1)CCC)C)=O (Z)-3-methoxy-2-[2-methyl-5-(3-propylpyrazol-1-yl)phenoxy]2-propenoic acid methyl ester